3-ethoxy-4-((4-methylhepta-3,6-dien-1-yl)oxy)benzaldehyde C(C)OC=1C=C(C=O)C=CC1OCCC=C(CC=C)C